4-(4-((1R,5S,8r)-8-amino-3-azabicyclo[3.2.1]octan-3-yl)-6-chloro-2-(3-(dimethylamino)azetidin-1-yl)-8-fluoroquinazolin-7-yl)naphthalen-2-ol NC1[C@H]2CN(C[C@@H]1CC2)C2=NC(=NC1=C(C(=C(C=C21)Cl)C2=CC(=CC1=CC=CC=C21)O)F)N2CC(C2)N(C)C